5-(bromomethyl)-2-(2,6-dioxopiperidin-3-yl)isoindole-1,3-dione BrCC=1C=C2C(N(C(C2=CC1)=O)C1C(NC(CC1)=O)=O)=O